OC(=O)C(F)(F)F.C=C=O ketene TFA salt